4-(1-carbamimidoyl-1,2,3,6-tetrahydro-pyridin-4-yl)-2-fluoro-N-[4-(2-guanidino-ethyl)-phenyl]-benzamide C(N)(=N)N1CCC(=CC1)C1=CC(=C(C(=O)NC2=CC=C(C=C2)CCNC(=N)N)C=C1)F